iron(II) dicarbonate C(=O)([O-])OC(=O)[O-].[Fe+2]